FC1=C(CNC(=O)C=2C(C(=C3N(N4[C@H](C=CC(N(C3=O)C4)(C)C)C)C2)O)=O)C=CC(=C1)F (1R,2S)-N-(2,4-difluorobenzyl)-8-hydroxy-2,5,5-trimethyl-7,9-dioxo-2,5,7,9-tetrahydro-1,6-methanopyrido[1,2-b][1,2,5]triazonine-10-carboxamide